ClC1=C(C(=CC(=C1)F)Cl)NC=1N(C2=NC(=NC=C2N1)N[C@H]1COCC1)C1CCC(CC1)C(=O)N (1S,4s)-4-(8-(2,6-dichloro-4-fluorophenylamino)-2-((R)-tetrahydrofuran-3-ylamino)-9H-purin-9-yl)cyclohexanecarboxamide